9-isopropyl-2-methoxy-5,6-dihydroisoxazolo[5,4-H]quinazoline C(C)(C)C1=NOC=2CCC=3C=NC(=NC3C21)OC